3-(4-acrylamidophenyl)-2-(3-fluoro-4-((4-methylpyrimidin-2-yl)oxy)phenyl)-5,6,7,8-tetrahydroindolizine-1-carboxamide C(C=C)(=O)NC1=CC=C(C=C1)C1=C(C(=C2CCCCN12)C(=O)N)C1=CC(=C(C=C1)OC1=NC=CC(=N1)C)F